O=C1NC=2C=C(C=CC2C2=C1C=CO2)C(=O)OC methyl 4-oxo-4,5-dihydrofuro[3,2-c]quinoline-7-carboxylate